1-formylmethylamine trifluoroacetate FC(C(=O)O)(F)F.C(=O)CN